BrC1=CC=2C(OCC=3N(N=CC3C3=C(C=C(C(NS(C(=C1OC)C2)(=O)=O)=C3)F)F)CC(F)F)=O 12-bromo-5-(2,2-difluoroethyl)-18,20-difluoro-13-methoxy-15,15-dioxo-8-oxa-15λ6-thia-4,5,16-triazatetracyclo[15.3.1.110,14.02,6]docosa-1(20),2(6),3,10(22),11,13,17(21),18-octaen-9-one